tribromomethyl (4-bromophenyl) sulfone BrC1=CC=C(C=C1)S(=O)(=O)C(Br)(Br)Br